CC1=C(C2=C(N=N1)SC1=C2N=CN=C1NCC1=CC=C(C=C1)C=1NC=CC1)C 3,4-dimethyl-N-[[4-(1H-pyrrol-2-yl)phenyl]methyl]pyrimido[4',5':4,5]thieno[2,3-c]pyridazin-8-amine